Cl.CN(C=1SC2=C(N1)SC(=N2)C2=NC=C(C=C2O)C=2C=NNC2)C2CC(NC(C2)(C)C)(C)C 2-{5-[Methyl(2,2,6,6-tetramethylpiperidin-4-yl)amino][1,3]thiazolo[5,4-d][1,3]thiazol-2-yl}-5-(1H-pyrazol-4-yl)pyridin-3-ol Hydrochlorid